ClC(C(C(C)(C)C)=O)Cl 1,1-dichloropinacolone